3-bromo-6-chloro-N-[(4-methoxyphenyl)methyl]-N-methylimidazo[1,2-b]pyridazin-8-amine BrC1=CN=C2N1N=C(C=C2N(C)CC2=CC=C(C=C2)OC)Cl